N1=CC=C(C=C1)C1=C(C=C(C(=O)O)C(=C1)C1=CC=NC=C1)C(=O)O 4,6-di(pyridine-4-yl)isophthalic acid